CN1N=CC(=C1)C1=CN=C2C[C@@H](CNC2=C1)[C@@H](C1=CC=CC=C1)NCCC=1C=C(C=CC1)CC(=O)O 2-[3-[2-[[(S)-[(3S)-7-(1-methylpyrazol-4-yl)-1,2,3,4-tetrahydro-1,5-naphthyridin-3-yl]-phenyl-methyl]amino]ethyl]phenyl]acetic acid